C(CCCCCCCCCC=CCCCCCCCC)(=O)OCCCCCCCCCCCCCCCCC(CC)C 17-methylnonadecyl eicos-11-enoate